N[C@H](CC1=C(C2=NC(=CC(=C2S1)NCC=1OC=CC1)Cl)Cl)CSC 2-[(2R)-2-amino-3-(methylsulfanyl)propyl]-3,5-dichloro-N-[(furan-2-yl)methyl]thieno[3,2-b]pyridin-7-amine